FC(OC1=C(C=CC(=C1)F)[C@H]1[C@@H](O[C@@]([C@@H]1C)(C(F)(F)F)C)C(=O)NC1=CC(=NC=C1)C(=O)NC)F (2R,3S,4R,5S)-4-[[3-[2-(difluoromethoxy)-4-fluoro-phenyl]-4,5-dimethyl-5-(trifluoromethyl)tetrahydrofuran-2-carbonyl]amino]-N-methyl-pyridine-2-carboxamide